C(=O)C1=CC(=C(C=C1)CCC(=O)N)OC 3-(4-formyl-2-methoxyphenyl)propanamide